[Hf].CC(C1(C(=C(C(=C1C)C)C)C)C1(C=CC=2C1=C1CCCCC1=CC2)CCCCC)C dimethyl-pentamethylcyclopentadienyl-(1-pentyl-6,7,8,9-tetrahydro-1H-cyclopenta[a]naphthalene) hafnium